5-(O-tolyloxymethyl)-1,3,4-oxadiazole-2(3H)-thione C1(=C(C=CC=C1)OCC1=NNC(O1)=S)C